3-benzyl-3-azabicyclo[3.2.1]octane-8-amine (R)-(-)-mandelate C([C@H](O)C1=CC=CC=C1)(=O)O.C(C1=CC=CC=C1)N1CC2CCC(C1)C2N